C(C)(C)(C)OC(/C(=C/C=1OC=CC1)/NC1=NC=C(N=C1CC1=C(C=CC=C1F)F)C1=C(C(=CC=C1)[N+](=O)[O-])F)=O (Z)-2-((3-(2,6-difluorobenzyl)-5-(2-fluoro-3-nitrophenyl)pyrazin-2-yl)amino)-3-(furan-2-yl)acrylic acid tert-butyl ester